C(C)(C)(C)OC(=O)N1CC2(C1)C[C@H]([C@@H](CC2)N2N=C1C=C(C(=CC1=C2)C(NC2=CN=C1N2N=CC=C1)=O)OC)C |r| Rac-(6r,7r)-7-(5-(imidazo[1,2-b]pyridazin-3-ylcarbamoyl)-6-methoxy-2H-indazol-2-yl)-6-methyl-2-azaspiro[3.5]nonane-2-carboxylic acid tert-butyl ester